NC1=C(C=C(C=N1)C=1C=C2N(N1)CC[C@]21CN(CC1)C(=O)NC1(CCC1)C1=NC=CC=C1)C#N |r| (rac)-2'-(6-amino-5-cyanopyridin-3-yl)-N-[1-(pyridin-2-yl)cyclobutyl]-5',6'-dihydrospiro[pyrrolidine-3,4'-pyrrolo[1,2-b]pyrazole]-1-carboxamide